2-(aminomethyl)-6-carboxy-1,3-diethyl-1H-1,3-benzodiazole-3-ium hydrochloride chloride [Cl-].Cl.NCC1=[N+](C2=C(N1CC)C=C(C=C2)C(=O)O)CC